(Z)-2-methylbut-2-enoic acid methyl ester COC(\C(=C/C)\C)=O